hydroxyl-2,2,6,6-tetramethylpiperidinyloxynitrogen O[N]ON1C(CCCC1(C)C)(C)C